BENZO[D]ISOXAZOL-5-YLBORONIC ACID O1N=CC2=C1C=CC(=C2)B(O)O